4,5-dimethyl-1,2-hexanediol CC(CC(CO)O)C(C)C